tert-Butyl (1-((3-formylphenyl)-sulfonyl)piperidin-4-yl)carbamate C(=O)C=1C=C(C=CC1)S(=O)(=O)N1CCC(CC1)NC(OC(C)(C)C)=O